C(#N)C(=CC(=O)OCCCCCCCCCCO)C#N 1,10-decanediol bis-cyanoacrylate